BrC=1C(=C(C(=CC1C1OCCO1)F)[Si](C)(C)C)F (3-bromo-4-(1,3-dioxolan-2-yl)-2,6-difluorophenyl)trimethylsilane